(R)-2-((((1s,4S)-4-(benzyloxy)cyclohexyl)methyl)amino)-1-(3-fluorophenyl)ethan-1-ol C(C1=CC=CC=C1)OC1CCC(CC1)CNC[C@H](O)C1=CC(=CC=C1)F